F[B-](F)(F)F.[Mn+2].CN1CCN2CCN(CCN(CC1)CC2)C.F[B-](F)(F)F 4,10-dimethyl-1,4,7,10-tetraazabicyclo[5.5.2]tetradecane Manganese(II) Tetrafluoroborate